2-(3-(difluoromethyl)-1-methyl-1H-pyrazol-4-yl)-N-(2-(trifluoromethyl)phenyl)thiazole-4-carboxamide FC(C1=NN(C=C1C=1SC=C(N1)C(=O)NC1=C(C=CC=C1)C(F)(F)F)C)F